(R)-3-(6-(4-(2-methoxyphenyl)piperidin-1-yl)-2-azaspiro[3.4]oct-2-yl)-1,2,4-oxadiazole COC1=C(C=CC=C1)C1CCN(CC1)[C@H]1CC2(CN(C2)C2=NOC=N2)CC1